5-(2-fluoro-6-hydroxy-4-((piperidin-4-ylamino)methyl)phenyl)-1,2,5-thiadiazolidin-3-one 1,1-dioxide FC1=C(C(=CC(=C1)CNC1CCNCC1)O)N1CC(NS1(=O)=O)=O